FC1=C(C(=CC=C1F)OC)CCONC1=C(C=CC(=C1)OC)F [2-(2,3-difluoro-6-methoxyphenyl)ethoxy]-2-fluoro-5-methoxyaniline